N1N=CC2=CC=C(C=C12)C1=NC(=NC(=N1)N(C1(CC1)C1=NN(C=C1)C)C)N 6-(1H-indazol-6-yl)-N2-methyl-N2-[1-(1-methylpyrazol-3-yl)cyclopropyl]-1,3,5-triazine-2,4-diamine